C1(CCCCC1)[C@@H](C(=O)N1CCN(CC1)C(=O)C=1N(C2=CC(=CC=C2C1C(=O)N1CC(C1)OC)OC)C)NC([C@H](C)NC)=O (S)-N-((S)-1-cyclohexyl-2-(4-(6-meth-oxy-3-(3-methoxy-azetidine-1-carbonyl)-1-methyl-1H-indole-2-carbonyl)-piperazin-1-yl)-2-oxoethyl)-2-(methyl-amino)propanamide